2-(cyclohexyl-methyl)pyridine C1(CCCCC1)CC1=NC=CC=C1